4-[1-(6-nitro-3-pyridinyl)-4-piperidinyl]piperidine-1-carboxylic acid tert-butyl ester C(C)(C)(C)OC(=O)N1CCC(CC1)C1CCN(CC1)C=1C=NC(=CC1)[N+](=O)[O-]